4-bromo-6-(((1-(4-((9-cyclopentyl-8-(phenylamino)-9H-purin-2-yl)amino)phenyl)piperidin-4-yl)(Methyl)amino)methyl)-2-(2,6-dioxopiperidin-3-yl)isoindoline-1,3-dione BrC1=C2C(N(C(C2=CC(=C1)CN(C)C1CCN(CC1)C1=CC=C(C=C1)NC1=NC=C2N=C(N(C2=N1)C1CCCC1)NC1=CC=CC=C1)=O)C1C(NC(CC1)=O)=O)=O